CC=1C(=C(C2=CC3=CC=CC=C3[NH+]=C2C1)C)C trimethylacridinium